CP(=O)(C)C=1C=C(C(=O)NCC2=NC=C3C=CC(=NC3=C2)C2=NC(=CC(=C2)F)N2CCNC3(CC3)C2)C=CC1 3-(dimethylphosphoryl)-N-((2-(4-fluoro-6-(4,7-diazaspiro[2.5]octan-7-yl)pyridin-2-yl)-1,6-naphthyridin-7-yl)methyl)benzamide